(3R)-1-(6-bromo-2'-(((2R,7aS)-2-fluorotetrahydro-1H-pyrrolizin-7a(5H)-yl)methoxy)-2,3,5',8'-tetrahydrospiro[indene-1,7'-pyrano[4,3-d]pyrimidin]-4'-yl)-3-methylpiperidin-3-ol BrC1=CC=C2CCC3(CC=4N=C(N=C(C4CO3)N3C[C@@](CCC3)(O)C)OC[C@]34CCCN4C[C@@H](C3)F)C2=C1